FC(COCCCCCCNC[C@H](O)C1=C2C=CC(NC2=C(C=C1)O)=O)(C1=CC=CC=C1)F (R)-5-[2-[[6-(2,2-difluoro-2-phenylethoxy)hexyl]amino]-1-hydroxyethyl]-8-hydroxy-2(1H)-quinolone